C(C1=CC=CC=C1)N1CC(N(CC1)C1CC2(C1)CCNCC2)C2=C(C=CC=C2)C(C)C 2-(4-benzyl-2-(2-isopropylphenyl)piperazin-1-yl)-7-azaspiro[3.5]nonane